4-[4-(2-methoxyphenyl)piperazinyl]Butylamine COC1=C(C=CC=C1)N1CCN(CC1)CCCCN